(4,4-bis(6-bromohexyl)-4H-cyclopenta[2,1-b:3,4-b']dithiophen-2-yl)triisopropylsilane BrCCCCCCC1(C2=C(SC=C2)C=2SC(=CC21)[Si](C(C)C)(C(C)C)C(C)C)CCCCCCBr